FC1=CC=C(C=C1)C(C#N)=C1CCN(CC1)C(=O)N1CC=2N(CC1)C=CC2 2-(4-fluorophenyl)-2-(1-(1,2,3,4-tetrahydropyrrolo[1,2-a]pyrazine-2-carbonyl)piperidin-4-ylidene)acetonitrile